C(CCC)C1=C(N(C(OCC(=O)O)C(=O)O)CCCC)C=CC=C1 dibutyl-anilinediglycolic acid